butyl ((1-(2-oxo-4-(o-tolyl)-2H-chromene-7-carbonyl)pyrrolidin-3-yl)methyl)carbamate O=C1OC2=CC(=CC=C2C(=C1)C1=C(C=CC=C1)C)C(=O)N1CC(CC1)CNC(OCCCC)=O